[2H]C(CI)(CI)[2H] 2,2-dideuterio-1,3-diiodo-propane